N1OC(CCO1)N1C(C=2C=C3C(=CC2C1=O)OC1(CC3)CCNCC1)=O 7'-(2,6-dioxapiperidin-3-yl)-3',4'-dihydro-6'H-spiro[piperidin-4,2'-pyrano[2,3-f]isoindole]-6',8'(7'H)-dione